(R)-2-hydroxy-N-[2-(4-nitrophenyl)ethyl]-2-phenylacetamide ethyl-1-[[4-[5-(trifluoromethyl)-1,2,4-oxadiazol-3-yl]phenoxy]methyl]pyrazole-4-carboxylate C(C)OC(=O)C=1C=NN(C1)COC1=CC=C(C=C1)C1=NOC(=N1)C(F)(F)F.O[C@@H](C(=O)NCCC1=CC=C(C=C1)[N+](=O)[O-])C1=CC=CC=C1